3-[6-({6-[(1S,4S)-2,5-Diazabicyclo[2.2.1]heptan-2-yl]pyridin-2-yl}amino)-[1,3]thiazolo[5,4-c]pyridin-2-yl]-N,N-dimethylbenzamide [C@@H]12N(C[C@@H](NC1)C2)C2=CC=CC(=N2)NC2=CC1=C(C=N2)SC(=N1)C=1C=C(C(=O)N(C)C)C=CC1